4-bromo-1,2-ethylenedioxybenzene BrC1=CC2=C(C=C1)OCCO2